ClC=1C=C2C(=CC1)NC(C21CCN(CC1)CCOC=1C=C2C(N(C(C2=C(C1)C(F)(F)F)(C)C)C1CC(C1)(C)O)=O)=O 5-chloro-1'-(2-{1,1-dimethyl-3-oxo-2-[(cis)-3-hydroxy-3-methylcyclobutyl]-7-(trifluoromethyl)-5-isoindolinyloxy}ethyl)spiro[indoline-3,4'-piperidin]-2-one